C(CCCCC(C)C)C1=CC=C(C=C1)OC(OC1=CC=C(C=C1)CCCCCC(C)C)=O Di-(4-iso-octylphenyl)-carbonat